N-(2-chlorophenyl)-N-(2-fluoro-4-(2-(2,2,2-trifluoroacetyl)hydrazine-1-carbonyl)benzyl)methanesulfonamide ClC1=C(C=CC=C1)N(S(=O)(=O)C)CC1=C(C=C(C=C1)C(=O)NNC(C(F)(F)F)=O)F